C(CCCBr)CCBr 1,6-dibromo-n-hexane